FC(CN1N=NC2=C1C=C(C=C2)C=2C=CN1N=C(N=C(C12)OC([2H])([2H])[2H])NC1CCN(CC1)C1(COC1)C)F 5-(1-(2,2-difluoroethyl)-1H-benzo[d][1,2,3]triazol-6-yl)-4-(methoxy-d3)-N-(1-(3-methyloxetan-3-yl)piperidin-4-yl)pyrrolo[2,1-f][1,2,4]triazin-2-amine